1-(6-bromo-1,2,3,4-tetrahydronaphthalen-2-yl)piperidine BrC=1C=C2CCC(CC2=CC1)N1CCCCC1